N-(6-{2-[(6-butanoyl-4-methylpyridin-3-yl)amino]phenyl}pyrimidin-4-yl)cyclopropanecarboxamide C(CCC)(=O)C1=CC(=C(C=N1)NC1=C(C=CC=C1)C1=CC(=NC=N1)NC(=O)C1CC1)C